C(C1=CC=CC=C1)(=O)[C@]([C@](C(=O)O)(O)C(C1=CC=CC=C1)=O)(O)C(=O)O di-benzoyl-l-tartaric acid